N-(5,6-difluoro-benzothiaol-2-yl)-2-(1-methyl-1H-tetrazol-5-ylsulfanyl)-5-nitro-benzamide FC=1C(=CC2=C(C=C(S2)NC(C2=C(C=CC(=C2)[N+](=O)[O-])SC2=NN=NN2C)=O)C1)F